OCCOC(C)C1=CC=2N(C=C1)C(=CN2)C(=O)OCC ethyl 7-[1-(2-hydroxyethoxy)ethyl]imidazo[1,2-a]pyridine-3-carboxylate